C1(=CC=C(C=C1)N1C(=CC=C1)\C=C/1\C(NC(S1)=O)=O)C (Z)-5-((1-(p-Tolyl)-1H-pyrrol-2-yl)methylene)thiazolidine-2,4-dione